N-(HEXADECYLOXYHYDROXYPROPYL)-N-HYDROXYETHYLHEXADECANAMIDE C(CCCCCCCCCCCCCCC)OC(CCN(C(CCCCCCCCCCCCCCC)=O)CCO)O